1-[(8aS)-6-Chloro-5-(5-fluoro-2-methoxyphenyl)-8a,9,11,12-tetrahydropyrazino[2',1':3,4][1,4]oxazepino[5,6,7-de]quinazolin-10(8H)-yl]prop-2-en-1-one ClC1=C2C3=C(N=CN=C3C=C1C1=C(C=CC(=C1)F)OC)N1[C@H](CO2)CN(CC1)C(C=C)=O